(diphenyltriazinyl)[(diphenylfluorenyl)dibenzofuranyl]Benzene C1(=CC=CC=C1)C1=C(C(=NN=N1)C1=C(C=CC=C1)C1=C(C=CC=2OC3=C(C21)C=CC=C3)C3=C(C(=CC=2C1=CC=CC=C1CC32)C3=CC=CC=C3)C3=CC=CC=C3)C3=CC=CC=C3